(1r,3r)-3-((6-(5-((triisopropylsilyl)oxy)pent-1-yn-1-yl)pyridin-3-yl)oxy)cyclobutan-1-ol C(C)(C)[Si](OCCCC#CC1=CC=C(C=N1)OC1CC(C1)O)(C(C)C)C(C)C